NC1=C(C2=C(N=C(N=C2)C)N1C=1C(=[N+](C=CC1C)[O-])C)C#N 3-(6-amino-5-cyano-2-methyl-7H-pyrrolo[2,3-d]pyrimidin-7-yl)-2,4-dimethylpyridine 1-oxide